COC(C1=CC(=C(C=C1)OC1COCC1)Br)=O 3-bromo-4-(tetrahydrofuran-3-yloxy)benzoic acid methyl ester